O1CCN(CC1)CCCCCCCCNC=1C=C(C=CC1)N1C(NC(CC1)=O)=O 1-(3-((8-morpholinooctyl)amino)phenyl)dihydropyrimidine-2,4(1H,3H)-dione